COC1=C(C=CC=C1)C1=C(C=NC(=C1)C)C(=O)NC=1SC2=C(N1)CN(C2)C(=O)C2=NN1C(C=CC=C1)=N2 4-(2-methoxyphenyl)-6-methyl-N-(5-{[1,2,4]triazolo[1,5-a]pyridine-2-carbonyl}-4H,5H,6H-pyrrolo[3,4-d][1,3]thiazol-2-yl)pyridine-3-carboxamide